4,4-diethoxy-10-oxo-3-oxa-9,11-diaza-4-silatridec-13-yl methacrylate C(C(=C)C)(=O)OCCNC(NCCCC[Si](OCC)(OCC)OCC)=O